ClC1=CC2=C(N=N1)N(C=C2)CCOC 3-chloro-7-(2-methoxyethyl)-7H-pyrrolo[2,3-c]pyridazine